(5-methyl-2-thienyl)methanone CC1=CC=C(S1)C=O